C(#N)C1=CC=C(C=C1)C1=NN(C=C1C(=O)N1CCC(CC1)NC(OC(C)(C)C)=O)C1=CC=C(C=C1)OC tert-butyl (1-(3-(4-cyanophenyl)-1-(4-methoxyphenyl)-1H-pyrazole-4-carbonyl)piperidin-4-yl)carbamate